2-(2-(2,6-dioxopiperidin-3-yl)-1,3-dioxoisoindolin-4-yloxy)-N-(5-(2-(4-(methylamino)phenyl)benzo[d]thiazol-6-yloxy)pentyl)acetamide O=C1NC(CCC1N1C(C2=CC=CC(=C2C1=O)OCC(=O)NCCCCCOC1=CC2=C(N=C(S2)C2=CC=C(C=C2)NC)C=C1)=O)=O